N-[4-chloro-2-[(diethyl-lambda4-sulfanylidene)carbamoyl]-6-methyl-phenyl]-2-(3-chloro-2-pyridyl)-5-(trifluoro-methyl)pyrazole-3-carboxamide ClC1=CC(=C(C(=C1)C)NC(=O)C=1N(N=C(C1)C(F)(F)F)C1=NC=CC=C1Cl)C(N=S(CC)CC)=O